FC=1C=C(C(=NC1)C1=CC2=C(N(C(=N2)C)C)C=C1)C=1C=NN(C1)CCC(C)(C)F 5-(5-fluoro-3-(1-(3-fluoro-3-methylbutyl)-1H-pyrazol-4-yl)pyridin-2-yl)-1,2-dimethyl-1H-benzo[d]imidazole